ClC=1C=C(C=CC1OC)C=1C=C2C=NN(C2=CC1)C1=C(C(=C(C=C1)F)OC)F 5-(3-chloro-4-methoxyphenyl)-1-(2,4-difluoro-3-methoxyphenyl)-1H-indazole